1-(2-chloro-5-fluoropyrimidin-4-yl)-N-(2-{imidazo[1,2-a]pyridin-3-yl}propan-2-yl)-N-methylazetidine-3-carboxamide ClC1=NC=C(C(=N1)N1CC(C1)C(=O)N(C)C(C)(C)C1=CN=C2N1C=CC=C2)F